C(C)(C)[Si](C(C)C)(C(C)C)C#CC=1C=CC=C2C=CC=C(C12)C=1C=C2N=CN=C3C2=C(OCC2C4CCC(CN32)N4C(=O)[O-])N1 2-(8-((triisopropylsilyl)ethynyl)naphthalen-1-yl)-5a,6,7,8,9,10-hexahydro-5H-4-oxa-3,10a,11,13,14-pentaaza-6,9-methanonaphtho[1,8-ab]heptalene-14-carboxylate